4-(3-((2-aminophenyl)amino)-3-oxopropyl)-N-((1-benzylpiperidin-4-yl)methyl)-2-methoxybenzamide NC1=C(C=CC=C1)NC(CCC1=CC(=C(C(=O)NCC2CCN(CC2)CC2=CC=CC=C2)C=C1)OC)=O